C(C)(C)NC(O[C@@H]1C[C@@H](CC1)C1=NN(C(=C1)N)C(C)(C)C)=O (1S,3R)-3-(5-amino-1-(tert-butyl)-1H-pyrazol-3-yl)cyclopentyl isopropylcarbamate